C(N)(=N)C=1C=C(SC1)CNC(=O)[C@H]1N(CC2(OCCO2)C1)C(CNC(CCCOC1=CC=CC=C1)=O)=O (S)-N-((4-carbamimidoylthiophen-2-yl)methyl)-7-((4-phenoxybutanoyl)glycyl)-1,4-dioxa-7-azaspiro-[4.4]nonane-8-carboxamide